N-[4-(1H-1,2,4-triazole-1-yl)phenyl]-propanamide N1(N=CN=C1)C1=CC=C(C=C1)NC(CC)=O